4,9-Dioxa-dodecan-1,12-diamin C(CCOCCCCOCCCN)N